4,4-dimethylpentanamid CC(CCC(=O)N)(C)C